BrC1=CC=C(C=C1)C=1N=C(SC1)N1C(=NC2=C(C1=O)C=CS2)C(F)(F)F 3-(4-(4-Bromophenyl)thiazol-2-yl)-2-(trifluoromethyl)thieno[2,3-d]pyrimidin-4(3H)-one